OC(C)N1C(=NCC1)CCCCCCCCCCCCCCCCCC 1-hydroxyethyl-2-stearylimidazoline